BrC1=CC(=CC(=C1)S(=O)(=O)C)Cl 1-bromo-3-chloro-5-(methylsulfonyl)benzene